C(C)(C)OC1=CC=C(C=C1)C1=NC=C(C=N1)CNC1=CC(=NC(=C1)C(F)(F)F)N1N=CN=C1 N-((2-(4-Isopropoxyphenyl)pyrimidin-5-yl)methyl)-2-(1H-1,2,4-triazol-1-yl)-6-(trifluoromethyl)pyridin-4-amine